N-(vinylbenzyl)-3-aminopropyl-trimethoxysilane hydrochloride Cl.C(=C)C(C1=CC=CC=C1)NCCC[Si](OC)(OC)OC